[N+](=O)([O-])C1=CC=C(C2=CC=CC=C12)O 4-nitro-1-naphthol